5-(1-hydroxycyclopentyl)-1-(1-trityl-1H-pyrazol-4-yl)-4,6,7,8-tetrahydro-3H-9-oxa-2-thia-4-azabenzo[cd]azulene-3-one OC1(CCCC1)C=1NC(C=2SC(=C3OCCCC1C23)C=2C=NN(C2)C(C2=CC=CC=C2)(C2=CC=CC=C2)C2=CC=CC=C2)=O